[N+](=O)([O-])C=1C=C(C(=O)Cl)C=CC1 3-nitrobenzoyl chloride